BrC=1C=CC(=NC1)C1=NC=CC(=N1)C(OC)OC 2-(5-bromopyridin-2-yl)-4-(dimethoxymethyl)pyrimidine